CC(C(=O)OC1COCC1OC(C(C)C)=O)C 2-tetrahydrofuran-3,4-diyl bis(2-methylpropanoate)